C(C1=CC=CC=C1)CCCC1=CC=CC=C1 1,2-dibenzylethane